OC1(CC1)C1=NN(C=N1)C1CC2(CN(C2)C(=O)N2CC3(C2)CC(C3)CC3=CC(=CC=C3)S(=O)(=O)C)C1 [6-[3-(1-hydroxycyclopropyl)-1,2,4-triazol-1-yl]-2-azaspiro[3.3]heptan-2-yl]-[6-[(3-methylsulfonylphenyl)methyl]-2-azaspiro[3.3]heptan-2-yl]methanone